CC=1C(=NC(=NC1)N)N1CCC(CC1)NCC1=CC(=CC=C1)N1CCCC1 5-Methyl-4-(4-((3-(pyrrolidin-1-yl)benzyl)amino)piperidin-1-yl)pyrimidin-2-amine